FC1=C(C=CC=C1)C=1C2=C(N=C(N1)SC)NCC2 4-(2-fluorophenyl)-2-(methylthio)-6,7-dihydro-5H-pyrrolo[2,3-d]pyrimidine